methyl 3-bromo-2-(bromomethyl)imidazo[1,2-b]pyridazine-8-carboxylate BrC1=C(N=C2N1N=CC=C2C(=O)OC)CBr